C1(CC1)C1=C(C(=CC=C1)C)N1CC(C1)C1=CC(=C(CN2CCC(CC2)C(=O)O)C(=C1)C)C 1-(4-(1-(2-cyclopropyl-6-methylphenyl)azetidin-3-yl)-2,6-dimethylbenzyl)piperidine-4-carboxylic acid